2-Fluoro-Fucose F[C@](C=O)(O)[C@H](O)[C@H](O)[C@@H](O)C